9-(3-((2-(2,6-dioxopiperidin-3-yl)-1,3-dioxoisoindolin-4-yl)oxy)propanamido)nonanoic acid O=C1NC(CCC1N1C(C2=CC=CC(=C2C1=O)OCCC(=O)NCCCCCCCCC(=O)O)=O)=O